2-Methyl-3-[(3-methylphenyl)thio]quinoline-4-carboxylic acid CC1=NC2=CC=CC=C2C(=C1SC1=CC(=CC=C1)C)C(=O)O